3-bromo-1,2-diaminobenzene BrC=1C(=C(C=CC1)N)N